FC1(COC12CCC(CC2)NC(OC(C)(C)C)=O)F tert-butyl (3,3-difluoro-1-oxaspiro[3.5]nonan-7-yl)carbamate